TMS(Tetramethyl-Silane) [Si](C)(C)(C)C[Si](C)(C)C